N-[(6-chloro-1-{[2-(trimethylsilyl)ethoxy]methyl}-1H-benzimidazol-2-yl)methyl]-2-(morpholin-4-yl)-8-(trifluoromethyl)pyrazolo[1,5-a][1,3,5]triazin-4-amine ClC=1C=CC2=C(N(C(=N2)CNC2=NC(=NC=3N2N=CC3C(F)(F)F)N3CCOCC3)COCC[Si](C)(C)C)C1